N1C(=NC=C1)CN1C[C@@H](N(CC1)CC1=C2C=CN(C2=C(C=C1OC)C)C(=O)OC(C)(C)C)C1=CC=C(C=C1)C(=O)OC tert-butyl (S)-4-((4-((1H-imidazol-2-yl)methyl)-2-(4-(methoxycarbonyl)phenyl)piperazin-1-yl)methyl)-5-methoxy-7-methyl-1H-indole-1-carboxylate